BrC1=CC=C(C=C1)CCN1CCC2(CCN(C2)C(=O)OC(C)(C)C)CC1 tert-butyl 8-(4-bromophenyl ethyl)-2,8-diazaspiro[4.5]decan-2-carboxylate